5'-methyl-6-(5-methyl-1,3,4-oxadiazol-2-yl)spiro[benzofuran-2,4'-cyclohex-2-ene]-1',3-dione CC1C2(C=CC(C1)=O)OC1=C(C2=O)C=CC(=C1)C=1OC(=NN1)C